CN1N=C(C=C1)C=1C(=C(C=CC1)N)OCC(F)(F)F (3-(1-methyl-1H-pyrazol-3-yl)-2-(2,2,2-Trifluoroethoxy)phenyl)amine